N1CC(C1)C1=NC=C(N=C1)C1CC2(C1)CCC2 2-(azetidin-3-yl)-5-spiro[3.3]Heptane-2-yl-pyrazine